C(C=C)(=O)O.C(C1=CC=CC=C1)OCC1=CC=CC=C1 benzyl ether acrylate